FC(=C1CN(CCC1)C(=O)OC(C)(C)C)F tert-Butyl 3-(difluoromethylene)piperidine-1-carboxylate